dimethylketene carbon [C].CC(=C=O)C